Cl.N1CCC(CC1)C=1C=C2C(=NC1O)SCCC2 6-(Piperidin-4-yl)-3,4-dihydro-2H-thiopyrano[2,3-b]pyridin-7-ol hydrochloride